6-((4-Methoxy-2-methylphenyl)amino)-1-(2-methoxyethyl)-3-methyl-1,3-dihydro-2H-imidazo[4,5-c]pyridin-2-one COC1=CC(=C(C=C1)NC1=CC2=C(C=N1)N(C(N2CCOC)=O)C)C